1-(4,6-diamino-s-triazin-2-yl)propyl-2-heptadecylimidazole NC1=NC(=NC(=N1)N)C(CC)C=1N=C(NC1)CCCCCCCCCCCCCCCCC